cyanoethylphosphine oxide C(#N)CC[PH2]=O